4-((cyclohexyl-(methyl)amino)methyl)benzamide hydrochloride Cl.C1(CCCCC1)N(C)CC1=CC=C(C(=O)N)C=C1